BrC=1C=NC(=NC1)CN1C=2N(CCC1=O)N=C(C2)C2=C(C=NN2C(C)C)Cl 4-((5-bromopyrimidin-2-yl)methyl)-2-(4-chloro-1-isopropyl-1H-pyrazol-5-yl)-6,7-dihydropyrazolo[1,5-a]pyrimidin-5(4H)-one